FC1(C[C@@]2(CC1)C[C@@H](N(CC2)CC2=C1C=CNC1=C(C=C2OC)C)C2=CC=C(C(=O)O)C=C2)F 4-(5r,7r)-(2,2-difluoro-8-((5-methoxy-7-methyl-1H-indol-4-yl)methyl)-8-azaspiro[4.5]decan-7-yl)benzoic acid